N1C=C(C=2C1=NC=CC2)C2=CC=C(C=N2)CN2CC=C(C1=NC=CC=C21)C(=O)N [6-(1H-pyrrolo[2,3-b]pyridin-3-yl)pyridin-3-yl]methyl-1H-1,5-naphthyridine-4-carboxamide